tert-Butyl 3-[4-(1-cyanoethyl)-2,5-difluorophenyl]-3,8-diazabicyclo[3.2.1]octane-8-carboxylate C(#N)C(C)C1=CC(=C(C=C1F)N1CC2CCC(C1)N2C(=O)OC(C)(C)C)F